4,4'-dibromomethyloctafluorobiphenyl BrCC1=C(C(=C(C(=C1F)F)C1=C(C(=C(C(=C1F)F)CBr)F)F)F)F